C(CCC)[Si](OCC)(OCC)OCC n-Butyl-triethoxysilan